2-(3-amino-2-hydroxy-propyloxy)propane-1,3-diamine NCC(COC(CN)CN)O